6-cyclopropyl-2-(1H-imidazol-1-yl)-pyrimidine-4-carboxylic acid methyl ester COC(=O)C1=NC(=NC(=C1)C1CC1)N1C=NC=C1